FC1(CC2(C1)CC(N(CC2)CC2=C1C=CN(C1=C(C=C2OC)C)C(=O)OC(C)(C)C)C2=C(C=C(C=C2)C(=O)OC)[N+](=O)[O-])F tert-butyl 4-((2,2-difluoro-6-(4-(methoxycarbonyl)-2-nitrophenyl)-7-azaspiro[3.5]nonan-7-yl)methyl)-5-methoxy-7-methyl-1H-indole-1-carboxylate